(S)-2-(3-(2-(dimethylamino) ethyl)-4,5-dimethyl-6-oxopyridazin-1(6H)-yl)-4-methylpentanoate CN(CCC1=NN(C(C(=C1C)C)=O)[C@H](C(=O)[O-])CC(C)C)C